CC1(CC1)NC(O[C@@H]1C[C@](CC1)(C1=CC(=NN1)NC(CC1=CC(=NO1)C)=O)C)=O Trans-3-methyl-3-(3-(2-(3-methylisoxazol-5-yl)acetamido)-1H-pyrazol-5-yl)cyclopentyl (1-methylcyclopropyl)carbamate